1-(2-(5-(4-methoxy-2-methylphenyl)-1H-imidazol-2-yl)piperidin-1-yl)-2-(methylsulfanyl)propan-1-one COC1=CC(=C(C=C1)C1=CN=C(N1)C1N(CCCC1)C(C(C)SC)=O)C